2-[(2R)-2-amino-3-(methylsulfonyl)propyl]-3-bromo-5-chloro-N-[(furan-2-yl)methyl]thieno[3,2-b]pyridin-7-amine N[C@H](CC1=C(C2=NC(=CC(=C2S1)NCC=1OC=CC1)Cl)Br)CS(=O)(=O)C